Cl.ClC1=C(N=C(NC1=O)C1=CC(=NC=C1)F)N1[C@H](CN[C@H](C1)C(F)(F)F)C Cis-5-chloro-2-(2-fluoro-4-pyridinyl)-4-[2-methyl-5-(trifluoromethyl)piperazin-1-yl]-1H-pyrimidin-6-one hydrochloride